C(/CCCC)=C(/C=O)\CCCCCCC (Z)-2-pentylidenenonanal